N-[(1R,3S)-3-fluoro-2,3-dihydro-1H-inden-1-yl]-3-(1H-indazol-6-yl)prop-2-enamide F[C@H]1C[C@H](C2=CC=CC=C12)NC(C=CC1=CC=C2C=NNC2=C1)=O